[Na+].C12C(C(C(CC1)C2)C(=O)[O-])C(=O)[O-].[Na+] endo-bicyclo(2.2.1)heptane-2,3-dicarboxylic acid sodium salt